[Al].[Al] aluminum-aluminum